bis-(2,3-dibromo-4,5-dihydroxyphenyl)methane BrC1=C(C=C(C(=C1Br)O)O)CC1=C(C(=C(C(=C1)O)O)Br)Br